N1=CC(=CC=C1)N1N=C2C=CC(=CC2=C1)C1=C(N=CS1)C(=O)NCC1=NC=CC=N1 5-[2-(3-pyridinyl)-2H-indazol-5-yl]-N-(2-pyrimidinylmethyl)-4-thiazolecarboxamide